C(C1=CC=CC=C1)OC=1C=C2CCC(=C(C2=CC1)C=1C=CC(=NC1)N1CCC2(CCN(CC2)C(=O)OC(C)(C)C)CC1)Br tert-butyl 9-(5-(6-(benzyloxy)-2-bromo-3,4-dihydronaphthalen-1-yl)pyridin-2-yl)-3,9-diazaspiro[5.5]undecane-3-carboxylate